N[C@@H]1[C@H](CCC1)C1=C(C2=NC(=CC(=C2S1)NCC1=CC=CC=C1)Cl)Cl 2-((1s,2s)-2-aminocyclopentyl)-N-benzyl-3,5-dichlorothieno[3,2-b]pyridin-7-amine